BrC1=CC=C(C=C1)CCN1CC2(CN(C2)C2=CC(=C(C(=O)OC)C=C2)F)C1 methyl 4-[6-[2-(4-bromophenyl)ethyl]-2,6-diazaspiro[3.3]heptan-2-yl]-2-fluorobenzoate